ClC1=CC=C(CN2[C@@]3(CCN(C3)C(=O)NC(C)C)C(N(CC2=O)C(C)C)=O)C=C1 (R)-6-(4-chlorobenzyl)-N,9-diisopropyl-7,10-dioxo-2,6,9-triazaspiro-[4.5]decane-2-carboxamide